NC1=C(C(=NN1C(C)C)C1=NC=C(C=C1)CC(=O)NC1=CC(=NO1)C(CC)(C)C)C(=O)N 5-Amino-3-[5-[2-[[3-(1,1-dimethylpropyl)isoxazol-5-yl]amino]-2-oxo-ethyl]-2-pyridyl]-1-isopropyl-pyrazole-4-carboxamide